bis(morpholinyl)(ethyl)aluminum N1(CCOCC1)[Al](CC)N1CCOCC1